NC=1C(=NC(=NC1C1=C2C=NN(C2=CC=C1C)C1OCCCC1)C=1C(=NC(=CC1)Cl)NC1=NC=CC=C1C)C(=O)OCC ethyl 5-amino-2-[6-chloro-2-[(3-methyl-2-pyridyl)amino]-3-pyridyl]-6-(5-methyl-1-tetrahydropyran-2-yl-indazol-4-yl)pyrimidine-4-carboxylate